C1(CC1)C#CC1=NN2C(=NC=3N(C=NC3C2=N1)CCN1CCN(CC1)C1=C(C=CC(=C1)C=1OC=CN1)F)N 8-(cyclopropylethynyl)-3-(2-(4-(2-fluoro-5-(oxazol-2-yl)phenyl)piperazin-1-yl)ethyl)-3H-[1,2,4]triazolo[5,1-i]purin-5-amine